C(C)(C)(C)OC(=O)N1CC(C(C(C1)F)=O)(C)F 3,5-difluoro-3-methyl-4-oxopiperidine-1-carboxylic acid tert-butyl ester